(S)-3-(2-((7-chloro-8-fluoro-2-(methylsulfanyl)-4-oxo-3,4-dihydropyrido[4,3-d]pyrimidin-5-yl)oxy)ethyl)piperazine-1-carboxylic acid tert-butyl ester C(C)(C)(C)OC(=O)N1C[C@@H](NCC1)CCOC1=NC(=C(C=2N=C(NC(C21)=O)SC)F)Cl